CN(CCN(C1=C(C=C(C(=C1)C(C)C)NC1=NC=CC(=N1)N1C(N(C2=C1C=CC=C2)C)=O)NC(C=C)=O)C)C N-(2-((2-(Dimethylamino)ethyl)(methyl)amino)-4-isopropyl-5-((4-(3-methyl-2-oxo-2,3-dihydro-1H-benzo[d]imidazol-1-yl)pyrimidin-2-yl)amino)phenyl)acrylamide